4-((2-chloro-1H-imidazo[4,5-c]pyridin-1-yl)methyl)benzonitrile ClC=1N(C2=C(C=NC=C2)N1)CC1=CC=C(C#N)C=C1